(((1S,3S)-3-aminocyclobutyl)amino)-2-methyl-4-(trifluoromethyl)pyridazin-3(2H)-one trifluoroacetate FC(C(=O)O)(F)F.NC1CC(C1)NC1=C(C(N(N=C1)C)=O)C(F)(F)F